C(C)(C)(C)OC(N(C)CC1CC1)=O (cyclopropylmethyl)(methyl)carbamic acid tert-butyl ester